(3aS,5aS,8R,10aS)-9-(tert-butyl)-8-hydroxy-5a,6-dihydro-4H,10aH-furo[3'',2'':2',3']cyclopenta[1',2':3,4]furo[2,3-b]pyrrole-2,4,7(3H,8H)-trione C(C)(C)(C)C1=C[C@H]2[C@]3(C(O[C@@H]4NC([C@@H](C431)O)=O)=O)CC(O2)=O